C(C1=CC=CC=C1)(=O)N1CCC(CC1)C(=O)N1N=CCC1C1=CC=CC=C1 (1-benzoylpiperidin-4-yl)(5-phenyl-4,5-dihydro-1H-pyrazol-1-yl)methanone